Bis(trimethylsilyl)phenylalanine C[Si](C)(C)N([C@@H](CC1=CC=CC=C1)C(=O)O)[Si](C)(C)C